N'-{(4-benzyl-1,4,8-triazacycloundecane-1,8-diyl)bis[methylene(2-hydroxy-5-methyl-3,1-phenylene)]}bis[3-hydroxy-2-(hydroxymethyl)propanamide] C(C1=CC=CC=C1)N1CCN(CCCN(CCC1)CC=1C(=C(C=C(C1)C)C(C(=O)N)(CO)CO)O)CC=1C(=C(C=C(C1)C)C(C(=O)N)(CO)CO)O